CN(C(/C=C/CC[C@@H](C(=O)NC=1C(N(C=CC1)CC=1NC2=C(C(=NC(=C2)C)CC(C)C)N1)=O)NC(OC)=O)=O)C methyl (S,E)-(7-(dimethylamino)-1-((1-((4-isobutyl-6-methyl-1H-imidazo[4,5-c]pyridin-2-yl)methyl)-2-oxo-1,2-dihydropyridin-3-yl)amino)-1,7-dioxohept-5-en-2-yl)carbamate